3-(3-nitrophenyl)propionic acid [N+](=O)([O-])C=1C=C(C=CC1)CCC(=O)O